C(C(=C)C)(=O)NCCOC(NCC1=CC=C(C=C1)CN1C(=NC=2C(=NC=3C=CC=CC3C21)N)C=2SC=CN2)=O 4-((4-amino-2-(thiazol-2-yl)-1H-imidazo[4,5-c]Quinolin-1-yl)methyl)benzylcarbamic acid 2-methacrylamidoethyl ester